B(C1=CC=C(C=C1)C(=O)NCC2=CC=CC=C2)(O)O 4-(N-Benzylaminocarbonyl)phenylboronic acid